ClC1=C(C=C2C=CN3C2=C1C(N(CC3)CC=3C(NC(=CC3OC)C)=O)=O)C=3C(=NOC3C)C 10-chloro-9-(3,5-dimethylisoxazol-4-yl)-2-((4-methoxy-6-methyl-2-oxo-1,2-dihydropyridin-3-yl)methyl)-3,4-dihydro-[1,4]diazepino[6,7,1-HI]indol-1(2H)-one